C(C)OC1=C(C=C(C=N1)C1=CC(=C2C(=N1)N=C(N2)C2=C(C=C(C=C2)N2CCCCC2)F)N(C)CC2(CCCC2)COC)C(F)(F)F 1-(4-{5-[6-Ethoxy-5-(trifluoromethyl)pyridin-3-yl]-7-[{[1-(methoxymethyl)cyclopentyl]methyl}(methyl)amino]-1H-imidazo[4,5-b]pyridin-2-yl}-3-fluorophenyl)piperidin